N-(3-(5-chloro-2-methoxyphenyl)-1-(2-(2-cyanopropan-2-ylamino)-2-oxoethyl)-1H-pyrazol-4-yl)pyrazolo[1,5-a]pyrimidine-3-carboxamide ClC=1C=CC(=C(C1)C1=NN(C=C1NC(=O)C=1C=NN2C1N=CC=C2)CC(=O)NC(C)(C)C#N)OC